3-(3-((3-(2-carboxy-2-(pyrrolidin-3-yl)ethyl)-N-(2-(3-(2-carboxy-2-(pyrrolidin-3-yl)ethyl)phenoxy)ethyl)benzamido)methyl)phenyl)-2-(pyrrolidin-3-yl)propanoic acid C(=O)(O)C(CC=1C=C(C(=O)N(CCOC2=CC(=CC=C2)CC(C2CNCC2)C(=O)O)CC=2C=C(C=CC2)CC(C(=O)O)C2CNCC2)C=CC1)C1CNCC1